C(C1=CC=CC=C1)N1CCC(CC1)N(C(=O)C=1OC=CC1)C1=C(C=C(C=C1C)C)C N-(1-Benzylpiperidin-4-yl)-N-(2,4,6-trimethylphenyl)-2-furamide